O[C@]1(C(CN2CCN(CC2)C2=NC(=NC(=C2)N(CC)CC)N(CC)CC)=O)CC[C@H]2[C@@H]3CCC4=CC(CC[C@]4(C)C3=CC[C@]12C)=O 17α-hydroxy-21-[4-[2,6-bis(diethylamino)-4-pyrimidinyl]1-piperazinyl]pregna-4,9(11)-diene-3,20-dione